CS(=O)(=O)OCCCCCCCCCCCOC1=CC=C(C=C1)C[C@@H](COCC)N1C=NC=2C=NC=3C=CC=CC3C21 (S)-11-(4-(3-ethoxy-2-(1H-imidazo[4,5-c]quinolin-1-yl)propyl)phenoxy)undecyl methanesulfonate